C[Si](CCCCCCCC[SiH2]C(N1CCN(CC1)C)N1CCN(CC1)C)(OC)OC 1-methyldimethoxysilyl-8-bis(4-methylpiperazin-1-yl)methylsilyl-octane